N-(3-(dimethylamino)propyl)-1-(2-methoxy-4-(methylsulfonylaminomethyl)phenyl)-6-(pyrazolo[1,5-a]pyrimidin-3-yl)-1H-pyrazolo[4,3-c]pyridine-3-carboxamide CN(CCCNC(=O)C1=NN(C2=C1C=NC(=C2)C=2C=NN1C2N=CC=C1)C1=C(C=C(C=C1)CNS(=O)(=O)C)OC)C